FC1=CC=C(OCCN(CC[C@@H](C(=O)O)NC2=NC(=NC3=CC=CC=C23)C=2C=NC=CC2)CCCCC2=NC=3NCCCC3C=C2)C=C1 (S)-4-((2-(4-fluorophenoxy)ethyl)(4-(5,6,7,8-tetrahydro-1,8-naphthyridin-2-yl)butyl)amino)-2-((2-(pyridin-3-yl)quinazolin-4-yl)amino)butanoic acid